((S)-4-Methyl-1-((R)-pyrrolidin-3-yl)piperazin-2-yl)methanol CN1C[C@H](N(CC1)[C@H]1CNCC1)CO